[GeH3+] Germylium